(2S)-2-([(3-ACETYLPHENYL)CARBAMOYL]AMINO)-3-HYDROXYPROPANOIC ACID C(C)(=O)C=1C=C(C=CC1)NC(=O)N[C@H](C(=O)O)CO